N-(4-cyano-3-trifluoromethylphenyl)acrylamide C(#N)C1=C(C=C(C=C1)NC(C=C)=O)C(F)(F)F